[2-(4-formylcyclohexyl)-6-(N-morpholinyl)-indazol-5-yl]6-(trifluoromethyl)pyridine-2-carboxamide C(=O)C1CCC(CC1)N1N=C2C=C(C(=CC2=C1)C=1C(=NC(=CC1)C(F)(F)F)C(=O)N)N1CCOCC1